N-(3-(2-(1,4-dimethylpiperidin-4-yl)-5-(2-((2,2-dioxido-2-thiaspiro[3.3]heptan-6-yl)amino)pyrimidin-4-yl)thiazol-4-yl)-2-fluorophenyl)-2,6-difluorobenzenesulfonamide CN1CCC(CC1)(C)C=1SC(=C(N1)C=1C(=C(C=CC1)NS(=O)(=O)C1=C(C=CC=C1F)F)F)C1=NC(=NC=C1)NC1CC2(CS(C2)(=O)=O)C1